2-(6-bromo-4-(difluoromethyl)-1-oxophthalazin-2(1H)-yl)-N-(pyrimidin-2-yl)acetamide BrC=1C=C2C(=NN(C(C2=CC1)=O)CC(=O)NC1=NC=CC=N1)C(F)F